C(C)OC(=O)C1=C(N=C(S1)NC1=NC(=CC(=N1)CC(N(C)C1=CC=C(C=C1)Cl)=O)NCC1=CC=C(C=C1)S(N)(=O)=O)C 2-[[4-[[(4-Chloro-phenyl)-methyl-carbamoyl]-methyl]-6-(4-sulfamoyl-benzylamino)2-pyrimidinyl]amino]-4-methyl-5-thiazolecarboxylic acid ethyl ester